C1(CC1)S(=O)(=O)NC1=CC(=NC=C1)CNC(=O)C1=NC(=C(N=C1)N1[C@@H](CC1)CCC)C (R)-N-((4-(cyclopropanesulphonylamino)pyridin-2-yl)methyl)-6-methyl-5-(2-propylazetidin-1-yl)pyrazine-2-carboxamide